C(=O)[O-].C[NH2+]CCCO methyl-hydroxypropyl-ammonium formate